ClC=1C(NC(=NC1)C(=O)NCC(CC1=CC=C(C=C1)F)(C)C1CC1)=O 5-Chloro-N-[2-cyclopropyl-3-(4-fluorophenyl)-2-methylpropyl]-4-oxo-3H-pyrimidine-2-carboxamide